(4-Methoxyphenoxy)-1-(furan-2-yl)-N,N-dimethylpropylamine hydrochloride Cl.COC1=CC=C(OC(CC)(C=2OC=CC2)N(C)C)C=C1